6-(6-fluoropyridin-3-yl)-N-((R)-1-phenylethyl)-2,3,4,9-tetrahydro-1H-carbazol-1-amine FC1=CC=C(C=N1)C=1C=C2C=3CCCC(C3NC2=CC1)N[C@H](C)C1=CC=CC=C1